(1-(2-Chloro-5-fluorophenyl)-1,3-dihydrobenzo[c]thiophen-4-yl)carbamate ClC1=C(C=C(C=C1)F)C1SCC2=C1C=CC=C2NC([O-])=O